IC1=CC(=C(C=C1C)CC#CC(=O)NC=1C=CC=2C(N1)=CN(N2)C(COC)C)C (4-iodo-2,5-dimethylphenyl)-N-[2-(1-methoxypropan-2-yl)pyrazolo[4,3-b]pyridin-5-yl]but-2-ynamide